(isopropyl-d1)(methyl-d3)(benzofuropyridinyl)pyridine C(C)(C)([2H])C1=C(C(=NC=C1)C1=NC2=C(C=C1)OC1=C2C=CC=C1)C([2H])([2H])[2H]